6-amino-5-(5-hydroxy-2-methyl-phenyl)-3-(3-pyridylmethoxy)pyrrolo[2,3-b]pyrazine-7-carbonitrile NC1=C(C=2C(=NC(=CN2)OCC=2C=NC=CC2)N1C1=C(C=CC(=C1)O)C)C#N